C(#N)C=1C=C(C=NC1)C1=CC(=C(C=C1)NC(C(C)(C)C=1N=C(SC1)NS(=O)(=O)C1CC1)=O)C(F)(F)F N-(4-(5-cyanopyridin-3-yl)-2-(trifluoromethyl)phenyl)-2-(2-(cyclopropanesulfonamido)thiazol-4-yl)-2-methylpropanamide